7-[3-(4-fluorophenyl)-1-(1-methylethyl)-1H-indol-2-yl]-3,5-dihydroxy-6-heptenoate FC1=CC=C(C=C1)C1=C(N(C2=CC=CC=C12)C(C)C)C=CC(CC(CC(=O)[O-])O)O